C(=O)C1=CC=C(O1)C=1C(=C(C(=NC1)C)C(=O)N)O 5-(5-formylfuran-2-yl)-4-hydroxy-2-methylpyridine-3-carboxamide